C(C)(C)(C)OC(N[C@@H]1CC[C@H](CC1)OC=1C=CC2=C(CC(C=3C(=NC=NC23)N)(C)C)C1N1C=C(C=C1)OC)=O N-[trans-4-[[4-amino-7-(3-methoxypyrrol-1-yl)-5,5-dimethyl-6H-benzo[H]quinazolin-8-yl]oxy]cyclohexyl]carbamic acid tert-butyl ester